C1(CC1)CNC1=NC=NC2=CC=C(C=C12)C=1C=CC=2N(C1)C=C(N2)C2=CC=C(C=C2)F N-(cyclopropylmethyl)-6-(2-(4-fluorophenyl)imidazo[1,2-a]pyridin-6-yl)quinazolin-4-amine